tert-butyl N-[(3R,4R)-1-{7-[6-(methoxymethoxy)-2,7-dimethylindazol-5-yl]-1,8-naphthyridin-3-yl}-4-methylpyrrolidin-3-yl]-N-methylcarbamate COCOC=1C(=CC2=CN(N=C2C1C)C)C1=CC=C2C=C(C=NC2=N1)N1C[C@@H]([C@@H](C1)C)N(C(OC(C)(C)C)=O)C